BrC1=CN=CC2=C1OCCCN2C2=NC=1N(C3=CC=C(C=C23)F)C(=NN1)C 9-bromo-5-(7-fluoro-1-methyl-[1,2,4]triazolo[4,3-a]quinazolin-5-yl)-3,4-dihydro-2H-pyrido[4,3-b][1,4]oxazepine